OC1=C(C=C(CNC(N)=S)C=C1)OC N'-(4-hydroxy-3-methoxybenzyl)thiourea